FC(C(=O)O)(F)F.ClC1=CC2=C(N=C(O2)N2CC3(C2)CC(C3)N)C=C1 2-(6-Chloro-1,3-benzoxazol-2-yl)-2-azaspiro[3.3]heptan-6-amine 2,2,2-trifluoroacetic acid salt